(2R,3S,4S,5R)-3-[3,4-difluoro-2-(2-morpholinoethoxy)phenyl]-4,5-dimethyl-5-(trifluoromethyl)tetrahydrofuran-2-carboxylic acid FC=1C(=C(C=CC1F)[C@H]1[C@@H](O[C@]([C@H]1C)(C(F)(F)F)C)C(=O)O)OCCN1CCOCC1